O1CC(CC1)C1=NNC=C1B1OC(C(O1)(C)C)(C)C tetrahydrofuran-3-yl-4-(4,4,5,5-tetramethyl-1,3,2-dioxaborolan-2-yl)pyrazole